C(C)(C)(C)OC(N[C@@H]1CN([C@@H](C1)C([2H])([2H])O)C1=C(C=CC(=C1)C=1C=NC=CC1C#N)N)=O (3S,5S)-1-(2-amino-5-(4-cyanopyridin-3-yl)phenyl)-5-(hydroxy-bis-deuteromethyl)pyrrolidin-3-ylcarbamic acid tert-butyl ester